Cl.C(C1=CC=CC=C1)OC1CC(C1)C(=N)N 3-(benzyloxy)cyclobutane-1-carboxamidine hydrochloride